CS(=O)(=O)O.C1(CC1)CN1C(=NC=2C1=NC(=CC2)C=2NC(=NC2C2=CC=CC=C2)C2=C(C=CC=C2F)F)C 3-cyclopropylmethyl-5-[2-(2,6-difluorophenyl)-5-phenyl-3H-imidazol-4-yl]-2-methyl-3H-imidazo[4,5-b]pyridine methanesulfonate